[Cl-].O=C1NC(CCC1N1C(C2=CC=CC(=C2C1)SCCCCCCCC[N+](C(C)C)(C(C)C)CC)=O)=O 8-((2-(2,6-dioxopiperidin-3-yl)-1-oxoisoindolin-4-yl)thio)-N-ethyl-N,N-diisopropyloctan-1-aminium chloride